2-(cycloocta-2-yn-1-yloxy)acetamide C1(C#CCCCCC1)OCC(=O)N